2-[6-(difluoromethoxy)pyridin-3-yl]-4-[4-fluoro-2-(2,2,2-trifluoroethoxy)phenyl]-2,3-dihydro-1H-pyrrolo[3,4-c]pyridin-1-one FC(OC1=CC=C(C=N1)N1CC=2C(=NC=CC2C1=O)C1=C(C=C(C=C1)F)OCC(F)(F)F)F